C(C)(C)(C)S(=O)N=C1COC1 3-[(tert-butylsulfinyl)imino]oxetan